O1C[C@H](CC1)NC=1C=CC(=NC1)C(=O)O 5-[[(3S)-oxolan-3-yl]amino]pyridine-2-carboxylic acid